NC(C(=O)O)C=COCCN 2-amino-4-(2-aminoethoxy)-3-butenoic acid